C(C1=CC=CC=C1)N1CCN(CC1)S(=O)(=O)NC(NC1=C(C=C(C=C1C(C)C)Cl)C(C)C)=O 4-Benzyl-N-((4-chloro-2,6-diisopropylphenyl)carbamoyl)-piperazin-1-sulfonamid